FC(C(CC)O)(F)F 1,1,1-trifluorobutan-2-ol